CC1=CN(C2=CC=C(C=C12)C(NC(CC)C1=CC=CC=C1)=O)CC1=CC=C(C=C1)C=1C(=CC=CC1)C(=O)OC(C)(C)C tert-Butyl 4'-((3-methyl-5-((1-phenylpropyl)carbamoyl)-1H-indol-1-yl)methyl)-[1,1'-biphenyl]-2-carboxylate